t-butyl-beta-alanine C(C)(C)(C)NCCC(=O)O